C(C1CO1)OCCC[Si](OC)(OC)OC glycidooxypropyl-trimethoxysilane